NC1=CC2=C(OCC(N2CC#C)=O)C=C1F 6-amino-7-fluoro-4-(prop-2-yn-1-yl)-2H-benzo[b][1,4]oxazin-3(4H)-one